3-(7-azido-3-oxo-1H-isoindol-2-yl)piperidine-2,6-dione N(=[N+]=[N-])C=1C=CC=C2C(N(CC12)C1C(NC(CC1)=O)=O)=O